The molecule is an enone that is hept-1-ene substituted by an oxo group at position 3. It has a role as a fungal metabolite. CCCCC(=O)C=C